4-bromo-6-isobutyl-1H-pyrazolo[3,4-c]pyridin-7-one BrC=1C2=C(C(N(C1)CC(C)C)=O)NN=C2